NCC(CC1CC1)C=1C=CC(=C(N)C1)OC 5-(1-amino-3-cyclopropylpropane-2-yl)-2-methoxyaniline